tert-butyl 2-(4-fluorobenzyl)-2,6-dihydropyrrolo[3,4-c]pyrazole-5(4H)-carboxylate FC1=CC=C(CN2N=C3C(=C2)CN(C3)C(=O)OC(C)(C)C)C=C1